C1(CC1)C1=C(C(=C2C=NC(=NN21)N[C@H]2[C@@H](CN(CC2)S(=O)(=O)C)F)F)C#C 7-cyclopropyl-6-ethynyl-5-fluoro-N-((3R,4R)-3-fluoro-1-(methylsulfonyl)piperidin-4-yl)pyrrolo[2,1-f][1,2,4]triazin-2-amine